C(=CC)N1C(NC2=C1C=CC=C2)=S 1-propenyl-1,3-dihydro-2H-benzimidazole-2-thione